1-ethyl-6-fluoro-8-fluoro-1,4-dihydro-7-(3-azaspiro[5.5]undec-3-yl)-4-oxo-3-quinolinecarboxylic acid C(C)N1C=C(C(C2=CC(=C(C(=C12)F)N1CCC2(CC1)CCCCC2)F)=O)C(=O)O